C(C=O)(=O)OC(C)C isopropyl glyoxalate